O[C@@H](CN(C(C)=O)CC)C1=CC=C(C=C1)OCCCSC1=NN=NN1C (R)-N-(2-Hydroxy-2-(4-(3-((1-methyl-1H-tetrazol-5-yl)thio)propoxy)phenyl)ethyl)-N-ethylacetamide